NC1=C2N=CN(C2=NC=N1)C(C)C=1OC2=CC=C(C=C2C(C1C1=CC=CC=C1)=O)Br 2-(1-(6-amino-9H-purin-9-yl)ethyl)-6-bromo-3-phenyl-4H-chromen-4-one